9-((4-(6-(2-methoxyethoxy)-5-nitro-2H-indazol-2-yl)piperidin-1-yl)methyl)-3-azaspiro[5.5]undecane-3-carboxylic acid tert-butyl ester C(C)(C)(C)OC(=O)N1CCC2(CC1)CCC(CC2)CN2CCC(CC2)N2N=C1C=C(C(=CC1=C2)[N+](=O)[O-])OCCOC